FC=1C=C2C(C(=CN(C2=NC1N1CC(C1)NOC)C1=NC=NS1)C(=O)O)=O 6-fluoro-7-[3-(methoxyamino)azetidin-1-yl]4-oxo-1-(1,2,4-thiadiazol-5-yl)-1,4-dihydro-1,8-naphthyridine-3-carboxylic acid